N-(6-(2-(Dimethylamino)ethoxy)-1,2,3,4-tetrahydroisoquinolin-7-yl)-N-methylacrylamide TFA salt OC(=O)C(F)(F)F.CN(CCOC=1C=C2CCNCC2=CC1N(C(C=C)=O)C)C